tert-butyl 4-[2-[[5-[[[3-ethyl-5-[2-(2-hydroxyethyl)-1-piperidyl]pyrazolo[1,5-a]pyrimidin-7-yl]amino]methyl]-2-pyridyl]oxy]ethoxy]piperidine-1-carboxylate C(C)C=1C=NN2C1N=C(C=C2NCC=2C=CC(=NC2)OCCOC2CCN(CC2)C(=O)OC(C)(C)C)N2C(CCCC2)CCO